N1C=NC2=C1C=CC(=C2)N2C(NC(C2C2=CC=C(C=C2)Br)=NC2CCCCC2)=O 1-(1H-Benzoimidazol-5-yl)-5-(4-bromo-phenyl)-4-(cyclohexylimino)-imidazolidin-2-on